FC=1C=NN(C1)C1=CC=C(C=N1)[C@@H](C)NC(=O)C1CCC(CC1)C1=NC(=CC(=N1)C)NC1=NNC(=C1)C (1R,4S)-N-((S)-1-(6-(4-fluoro-1H-pyrazol-1-yl)pyridin-3-yl)ethyl)-4-(4-methyl-6-((5-methyl-1H-pyrazol-3-yl)amino)pyrimidin-2-yl)cyclohexane-1-carboxamide